NC1=NC=CC(=N1)C=1C2=C(C(=NC1)NCC=1C=C(C(=O)NCCCOC(F)F)C=CC1)CCO2 3-(((7-(2-Aminopyrimidin-4-yl)-2,3-dihydrofuro[3,2-c]pyridin-4-yl)amino)methyl)-N-(3-(difluoromethoxy)propyl)benzamide